BrCCCCCC(=O)OC(CCCCCCCCF)CCCCCCCC 9-fluoro-1-octylnonyl 6-bromohexanoate